[Si](C)(C)(C(C)(C)C)OCCN1C(=C(C=C1)C#N)C1=C(C=C(C=C1)Cl)Cl 1-(2-{[tert-butyl(dimethyl)silyl]oxy}ethyl)-2-(2,4-dichlorophenyl)-1H-pyrrole-3-carbonitrile